allyl-benzeneacetic acid lithium [Li].C(C=C)C1=C(C=CC=C1)CC(=O)O